N-[(1R)-1-[5-(5-chloro-2-formyl-phenyl)thiazol-2-yl]ethyl]-1-(2-fluorophenyl)-6-oxo-pyridazine-3-carboxamide ClC=1C=CC(=C(C1)C1=CN=C(S1)[C@@H](C)NC(=O)C1=NN(C(C=C1)=O)C1=C(C=CC=C1)F)C=O